1-propylazetidine-3-amine C(CC)N1CC(C1)N